OC1=C(C=CC(=C1)C(F)(F)F)C1=C(C=C(N=N1)N[C@H]1CN(CCC1)C(=O)C1CC2(C1)CC(C2)O)C (R)-(3-((6-(2-hydroxy-4-(trifluoromethyl)phenyl)-5-methylpyridazin-3-yl)amino)piperidin-1-yl)(6-hydroxyspiro[3.3]heptan-2-yl)methanone